propyl 2-methoxymethyl-3,3-dimethylbutyrate COCC(C(=O)OCCC)C(C)(C)C